6-cyclopropyl-N-[3-fluoro-4-[1-(hydroxymethyl)-2-isopropyl-pyrrolo[2,3-b]pyridin-4-yl]oxy-phenyl]-1-(6-methoxy-4-methyl-3-pyridyl)-2-oxo-pyridine-3-carboxamide C1(CC1)C1=CC=C(C(N1C=1C=NC(=CC1C)OC)=O)C(=O)NC1=CC(=C(C=C1)OC1=C2C(=NC=C1)N(C(=C2)C(C)C)CO)F